(1R,3R)-3-((tert-butoxycarbonyl)amino)-1-(2,2-difluoroethyl)cyclopentane C(C)(C)(C)OC(=O)N[C@H]1C[C@@H](CC1)CC(F)F